C(C=C)(=O)OCCCCCCCCCCOP(O)(O)=O acryloxydecylphosphoric acid